F[C@@H]1[C@@H](C1)C(=O)NC1=NC=C2C=C(C(NC2=C1)=O)C=1C=NC=C(C1C)F (1S,2S)-2-fluoro-N-[3-(5-fluoro-4-methylpyridin-3-yl)-2-oxo-1H-1,6-naphthyridin-7-yl]cyclopropane-1-carboxamide